2-([1-(2-Chlorophenyl)-5-(3,5-dimethoxyphenyl)-1H-pyrazol-3-yl]-methoxy)-2-methylpropanoic acid ClC1=C(C=CC=C1)N1N=C(C=C1C1=CC(=CC(=C1)OC)OC)COC(C(=O)O)(C)C